(E)-tert-butyl (2-(3-methoxy-4-(methoxymethoxy)styryl)-5-methylbenzo[d]thiazol-6-yl)carbamate COC=1C=C(/C=C/C=2SC3=C(N2)C=C(C(=C3)NC(OC(C)(C)C)=O)C)C=CC1OCOC